[Br-].C(C)[N+](C)(CCO)CC diethyl-(2-hydroxy-ethyl)-methyl-ammonium bromide